[N+](=O)([O-])C=1C=CC2=C(C(OC(N2)=O)=O)C1 6-nitro-1H-3,1-benzoxazine-2,4-dione